CC1=C(C=CC=C1C(=O)N)C1=CC=CC=C1 2-methyl-[1,1'-biphenyl]-3-carboxamide